OC[C@H](C1=CC=CC=C1)NC1=NC(=NC=C1C1=NC=NO1)NC=1C=C2C(CCS(C2=CC1)(=O)=O)O 6-[[4-[[(1S)-2-hydroxy-1-phenyl-ethyl]amino]-5-(1,2,4-oxadiazol-5-yl)pyrimidin-2-yl]amino]-1,1-dioxo-3,4-dihydro-2H-thiochromen-4-ol